C(C1=CC=CC=C1)(=O)OCCCN=C (3-methyleneaminopropyl) benzoate